5'-(phenoxazin-10-yl)-[1,1':3',1''-terphenyl]-2'-carbonitrile C1=CC=CC=2OC3=CC=CC=C3N(C12)C=1C=C(C(=C(C1)C1=CC=CC=C1)C#N)C1=CC=CC=C1